N1(CCNCC1)C(=O)OCC(=O)N1[C@@H](C[C@H](C1)F)C(N[C@@H](C1=CC=CC=C1)C1=CC(=C(C=C1)C(C)C)F)=O 2-[(2S,4R)-4-fluoro-2-{[(S)-[3-fluoro-4-(propan-2-yl)phenyl](phenyl)methyl] carbamoyl}pyrrolidin-1-yl]-2-oxoethyl piperazine-1-carboxylate